[Cl-].C(C)C(C)[N+](CC)(CC)CCOC(C=C)=O ethyl-acryloyloxyethyl-triethylammonium chloride